OC(C#N)CCCCC 2-hydroxyheptanenitrile